bromoethyl-tri(2-methoxyethoxy)silane BrCC[Si](OCCOC)(OCCOC)OCCOC